stannolane [SnH2]1CCCC1